2-(ethylamino)-6-(2-methyl-2H-indazol-5-yl)-8-(4-(trifluoromethoxy)phenyl)pyrido[4,3-d]pyrimidin-7(6H)-one C(C)NC=1N=CC=2C(N1)=C(C(N(C2)C2=CC1=CN(N=C1C=C2)C)=O)C2=CC=C(C=C2)OC(F)(F)F